Cl.C1(=CC=CC2=CC=CC=C12)OCCCCC1=CC=C(C=C1)NC(=O)N1CCNCC1 N-(4-(4-(naphthalen-1-yloxy)butyl)phenyl)piperazine-1-carboxamide hydrochloride